C(C1=CC=CC=C1)(=O)O[C@@H]1[C@@H](OCCCCCCCC)O[C@@H]([C@H]([C@@H]1OC(C1=CC=CC=C1)=O)OC(C1=CC=CC=C1)=O)C(O)N=[N+]=[N-] OCTYL 2,3,4-TRI-O-BENZOYL-6-AZIDO-ALPHA-D-MANNOPYRANOSIDE